N-[(6-Amino-2-pyridyl)sulfonyl]-6-tert-butyl-2-(2,4-dimethylphenoxy)pyridin-3-carboxamid NC1=CC=CC(=N1)S(=O)(=O)NC(=O)C=1C(=NC(=CC1)C(C)(C)C)OC1=C(C=C(C=C1)C)C